4-(iodomethyl)-4-methyl-5-oxo-2-phenyloxazolidine-3-carboxylate ICC1(N(C(OC1=O)C1=CC=CC=C1)C(=O)[O-])C